ClC1=CC2=C(C=N1)C(=NN2C=2C=C(C=CC2OC)S(=O)(=O)NCCO)C 3-(6-Chloro-3-methyl-1H-pyrazolo[4,3-c]pyridin-1-yl)-N-(2-hydroxyethyl)-4-methoxybenzenesulfonamide